8-bromo-N-(4-chlorophenyl)-3-iodo-N-methyl-imidazo[1,2-a]pyridine-6-carboxamide BrC=1C=2N(C=C(C1)C(=O)N(C)C1=CC=C(C=C1)Cl)C(=CN2)I